C1(CC1)NCCC1=CC=C(CN2C(=C(C3=CC(=CC=C23)O)F)C2=C(C=CC=C2)C(F)(F)F)C=C1 1-(4-(2-(Cyclopropylamino)ethyl)benzyl)-3-fluoro-2-(2-(trifluoromethyl)phenyl)-1H-indol-5-ol